sec-Butoxysilane C(C)(CC)O[SiH3]